O=S1(CCN(CC1)C(=O)C1=C(C=C(C=C1)[N+](=O)[O-])N1CC2OC(C1)C2)=O (1,1-dioxo-1,4-thiazinan-4-yl)-[4-nitro-2-(6-oxa-3-azabicyclo[3.1.1]heptan-3-yl)phenyl]methanone